O=CC[C@@H](O)[C@H](O)[C@H](O)CO 2-deoxyglucose